4-(6-chloroquinoxalin-2-yl)-N-(1,1,1-trifluoropropan-2-yl)aniline ClC=1C=C2N=CC(=NC2=CC1)C1=CC=C(NC(C(F)(F)F)C)C=C1